4-(8-bromo-2-oxo-2,3-dihydro-1H-imidazo[4,5-c]quinolin-1-yl)-N-isopropylbenzamide BrC1=CC=2C3=C(C=NC2C=C1)NC(N3C3=CC=C(C(=O)NC(C)C)C=C3)=O